1-pentadecanoyl-2-(5Z,8Z,11Z,14Z,17Z-eicosapentaenoyl)-glycero-3-phosphocholine CCCCCCCCCCCCCCC(=O)OC[C@H](COP(=O)([O-])OCC[N+](C)(C)C)OC(=O)CCC/C=C\C/C=C\C/C=C\C/C=C\C/C=C\CC